ClC1=CC=C(C=C1)C1=CC2=C(N=CN(C2=O)[C@H](CO)C)C(=N1)C1=CNC(C=C1)=O (S)-6-(4-chlorophenyl)-3-(1-hydroxy-prop-2-yl)-8-(6-oxo-1,6-dihydropyridin-3-yl)pyrido[3,4-d]pyrimidin-4(3H)-one